(S)-1-(tert-butyl)-3-(7-cyano-1-(1-(2,5-dichlorophenyl)ethyl)-2-oxo-1,2-dihydroquinoxalin-6-yl)urea C(C)(C)(C)NC(=O)NC=1C=C2N=CC(N(C2=CC1C#N)[C@@H](C)C1=C(C=CC(=C1)Cl)Cl)=O